2-(6-(hydroxy(1-methylazepan-3-yl)methyl)-4-methylpyridazin-3-yl)-5-(trifluoromethyl)phenol OC(C1=CC(=C(N=N1)C1=C(C=C(C=C1)C(F)(F)F)O)C)C1CN(CCCC1)C